6-(dibenzo[b,d]thiophen-4-yl)-3,4-dihydroisoquinoline C1=CC=C(C=2SC3=C(C21)C=CC=C3)C=3C=C2CCN=CC2=CC3